BrC1=C(C(=C(C=C1)I)C(OC)OC)F 1-bromo-3-(dimethoxymethyl)-2-fluoro-4-iodobenzene